2-(4-(((2,4-dimethylbenzoyl)oxy)methyl-d)phenyl)acetic acid CC1=C(C(=O)OC(C2=CC=C(C=C2)CC(=O)O)[2H])C=CC(=C1)C